FC1=C(C=CC=C1)N1N=C(C=CC1=O)C(=O)N[C@H](C)C1=C(C(=CC=C1)C(F)(F)F)F 1-(2-fluorophenyl)-N-[(1R)-1-[2-fluoro-3-(trifluoromethyl)phenyl]ethyl]-6-oxo-pyridazine-3-carboxamide